OC1=NC=CC(=C1)C#CC1=C2C=C(N=CC2=C(N=C1)NC)NC(=O)C1CC1 N-(5-((2-hydroxypyridin-4-yl)ethynyl)-8-(methylamino)-2,7-naphthyridin-3-yl)cyclopropanecarboxamide